cis-4-({3-chloro-7H-pyrrolo[2,3-c]pyridazin-7-yl}methyl)-3-fluoropiperidine hydrochloride Cl.ClC1=CC2=C(N=N1)N(C=C2)C[C@@H]2[C@@H](CNCC2)F